2-(pent-2-en-1-yl)cyclopentan-1-one C(C=CCC)C1C(CCC1)=O